NC1=NC=C(C(=N1)N[C@H](C(O)([2H])[2H])C1=CC=CC=C1)C=1OC=NN1 (S)-2-((2-Amino-5-(1,3,4-oxadiazol-2-yl)pyrimidin-4-yl)amino)-2-phenylethan-1,1-d2-1-ol